methyl (S)-3-(3-((tert-butoxycarbonyl)amino)pyrrolidin-1-yl)-4-nitrobenzoate C(C)(C)(C)OC(=O)N[C@@H]1CN(CC1)C=1C=C(C(=O)OC)C=CC1[N+](=O)[O-]